(1R,2S)-1-(5-chloropyrimidin-2-yl)-N-(4-(4,6-dimethoxypyrimidin-5-yl)-5-((1r,3R)-3-hydroxycyclobutyl)-4H-1,2,4-triazol-3-yl)-1-methoxypropane-2-sulfonamide ClC=1C=NC(=NC1)[C@H]([C@H](C)S(=O)(=O)NC1=NN=C(N1C=1C(=NC=NC1OC)OC)C1CC(C1)O)OC